CC1=C(SC2=NC=NC(=C12)N[C@H]3CCN(C3)CC4=CC=CC=C4)C The molecule is an N-(1-benzylpyrrolidin-3-yl)-5,6-dimethylthieno[2,3-d]pyrimidin-4-amine in which the chiral centre has S configuration. Both enantiomers act as fatty acid synthase inhibitors, although the (S)-enantiomer was found to be more than 4 times as active as the (R)-enantiomer. It has a role as a fatty acid synthesis inhibitor and an EC 2.3.1.85 (fatty acid synthase) inhibitor. It is an enantiomer of a (R)-Fasnall.